BrC=1C=C(C=NC1)CC(=O)N1CCCC2=CC=CC=C12 2-(5-bromopyridin-3-yl)-1-(3,4-dihydro-quinolin-1(2H)-yl)ethan-1-one